(4-(2-((tert-butoxycarbonyl)amino)-3-methoxy-3-oxopropyl)phenyl)boronic acid C(C)(C)(C)OC(=O)NC(CC1=CC=C(C=C1)B(O)O)C(=O)OC